2-chloro-4-(2-fluorophenyl)nicotinic hydrazide ClC1=C(C(=O)NN)C(=CC=N1)C1=C(C=CC=C1)F